(S)-3-(4-(4-hydroxyphenyl)piperidin-1-yl)-1-(4-methylbenzyl)pyrrolidin-2-one OC1=CC=C(C=C1)C1CCN(CC1)[C@@H]1C(N(CC1)CC1=CC=C(C=C1)C)=O